FC1=C(C=CC(=C1)C(F)(F)F)COC1CN(C1)C(=O)N1CC(CC1)C(=O)NC (+)-1-[3-[[2-Fluoro-4-(trifluoromethyl)phenyl]methoxy]azetidine-1-carbonyl]-N-methyl-pyrrolidine-3-carboxamide